CS(=O)(=O)C1=CN=C(O1)C=1C(=C2C(=NC1)N(C=C2)COCC[Si](C)(C)C)N[C@H]2CN(CCC2)C(=O)OC(C)(C)C tert-butyl (R)-3-((5-(5-(methylsulfonyl)oxazol-2-yl)-1-((2-(trimethylsilyl) ethoxy)methyl)-1H-pyrrolo[2,3-b]pyridin-4-yl)amino)piperidine-1-carboxylate